NC1CCC(CC1)NC1=NC=CC(=N1)C=1C=NC=CC1OC1=CC(=C(C=C1)NS(=O)(=O)C1=C(C=C(C=C1)CCO)F)F N-[4-[[3-[2-(1r,4r)-[(4-Aminocyclohexyl)amino]pyrimidin-4-yl]-4-pyridyl]oxy]-2-fluorophenyl]2-fluoro-4-(2-hydroxyethyl)benzenesulfonamide